Cl.N1=C(C=CC=C1)C(=O)N picolinamide hydrogen chloride